ClC=1C=2C(N=C3N(C2C=CC1)C1=CC=C(C=C1C31CCCCC1)CC1CCN(CC1)CC1CCN(CC1)C=1C=C3C(N(C(C3=CC1)=O)C1C(NC(CC1)=O)=O)=O)=O 5-(4-((4-((4'-chloro-5'-oxo-5'H-spiro[cyclohexane-1,7'-indolo[1,2-a]quinazolin]-9'-yl)methyl)piperidin-1-yl)methyl)piperidin-1-yl)-2-(2,6-dioxopiperidin-3-yl)isoindoline-1,3-dione